4-((6-Bromo-2-phenylimidazo[1,2-a]pyridin-3-yl)amino)benzoic acid BrC=1C=CC=2N(C1)C(=C(N2)C2=CC=CC=C2)NC2=CC=C(C(=O)O)C=C2